N[C@H](C(=O)NC1=C(C=C(C=C1)C[C@@H](CC(C(=O)O)(C)C)NC(=O)OC(C)(C)C)F)C (4S)-5-{4-[(2S)-2-Aminopropanamido]-3-fluorophenyl}-4-{[(tert-butoxy)carbonyl]amino}-2,2-dimethylpentanoic acid